5-Bromo-2-(1-fluorovinyl)pyridine ethyl-4-(dimethylamino)-benzoate C(C)OC(C1=CC=C(C=C1)N(C)C)=O.BrC=1C=CC(=NC1)C(=C)F